tert-Butyl ((R)-8-((8-Fluoro-4-hydroxyquinolin-3-yl)sulfonyl)-1-oxa-8-azaspiro[4.5]decan-3-yl)((S)-2-hydroxy-3-(3-(methylsulfonyl)phenoxy)propyl)carbamate FC=1C=CC=C2C(=C(C=NC12)S(=O)(=O)N1CCC2(C[C@H](CO2)N(C(OC(C)(C)C)=O)C[C@@H](COC2=CC(=CC=C2)S(=O)(=O)C)O)CC1)O